tin neodecanoate C(CCCCCC(C)(C)C)(=O)[O-].[Sn+4].C(CCCCCC(C)(C)C)(=O)[O-].C(CCCCCC(C)(C)C)(=O)[O-].C(CCCCCC(C)(C)C)(=O)[O-]